C1(=CC=CC=C1)C=1C(=C2C(=CC1)N=C1C=CC3=C4C=CC=CC4=NC3=C12)C=1C(=C(C=CC1)C1=CC=CC=C1)C1=CC=CC=C1 (phenyl)indolocarbazolyl-(phenyl)(biphenyl)